Pyrrolidin-1-yl-quinoxalin-6-yl-methanone N1(CCCC1)C(=O)C=1C=C2N=CC=NC2=CC1